6,6-difluoro-3-oxohexanoic acid methyl ester COC(CC(CCC(F)F)=O)=O